3'-(9H-carbazol-9-yl)-[1,1'-biphenyl]-4-amine C1=CC=CC=2C3=CC=CC=C3N(C12)C=1C=C(C=CC1)C1=CC=C(C=C1)N